zinc 10-dodecenate C(CCCCCCCCC=CC)(=O)[O-].[Zn+2].C(CCCCCCCCC=CC)(=O)[O-]